C(#N)C=1C(=C(C=CC1F)NC1=C(C(=O)O)C=C(C=C1)C(F)(F)F)C 2-((3-cyano-4-fluoro-2-methylphenyl)amino)-5-(trifluoromethyl)-benzoic acid